[(4-amino-5-benzoyl-thiazol-2-yl)-[6-(difluoromethoxy)-3-pyridyl]amino]propanamide NC=1N=C(SC1C(C1=CC=CC=C1)=O)N(C=1C=NC(=CC1)OC(F)F)C(C(=O)N)C